ClC=1C(=C(C(=O)OC[C@H]2OC([C@@H]([C@@H]2O)O)O)C(=CC1)Cl)OC ((2R,3S,4R)-3,4,5-trihydroxytetrahydrofuran-2-yl)methyl 3,6-dichloro-2-methoxybenzoate